N-(2-Methyl-5-(2-oxo-9-(piperidin-1-yl)benzo[h][1,6]naphthyridin-1(2H)-yl)phenyl)acrylamide CC1=C(C=C(C=C1)N1C(C=CC2=CN=C3C(=C12)C=C(C=C3)N3CCCCC3)=O)NC(C=C)=O